CCCCC[C@@H]([C@@H](/C=C/C=C/C=C\\C=C\\[C@H](CCCC(=O)O)O)O)O The molecule is a C20 hydroxy fatty acid having (5S)-, (14R)- and (15S)-hydroxy groups as well as (6E)- (8Z)-, (10E)- and (12E)-double bonds. It has a role as a human metabolite. It is a lipoxin, a long-chain fatty acid and a hydroxy polyunsaturated fatty acid. It is a conjugate acid of a lipoxin B4(1-).